O(P(O)(=O)OP(=O)(O)OP(=O)(O)O)C[C@H]1O[C@@]([C@@H]([C@@H]1O)O)(C#N)C1=CC=C2C(=NC=NN21)NC(C(C)(C)OCCCC)=O ((2R,3S,4R,5R)-5-(4-(2-butoxy-2-methylpropanamido)pyrrolo[2,1-f][1,2,4]triazin-7-yl)-5-cyano-3,4-dihydroxytetrahydrofuran-2-yl)methyl tetrahydrogen triphosphate